2-{3-[(4-methane-sulfonyl-2-methoxy-phenyl)amino]prop-1-yn-1-yl}-N-[(1R,4R)-4-(4-methoxypiperidin-1-yl)cyclohexyl]-1-(2,2,2-trifluoroethyl)-1H-indol-4-amine CS(=O)(=O)C1=CC(=C(C=C1)NCC#CC=1N(C=2C=CC=C(C2C1)NC1CCC(CC1)N1CCC(CC1)OC)CC(F)(F)F)OC